C(C)(C)(C)C1=NNC(=C1)N 3-(tert-butyl)-1H-pyrazol-5-amine